C(C)OC(=O)C=1N(C(=C(N1)Br)C)C1CC1 4-bromo-1-cyclopropyl-5-methyl-1H-imidazole-2-carboxylic acid ethyl ester